C(C)(C)C=1C=C(CP(OCC)(OCC)=O)C=CC1 Diethyl (3-isopropylbenzyl)phosphonate